FC(C1=CC(=C2C=CC=NC2=C1)C1(CC1)N)(F)F 1-(7-(Trifluoromethyl)quinolin-5-yl)cyclopropanamine